ethyl-ethylvanillin C(C)C(=O)C1=CC(OCC)=C(O)C=C1